C(C)(C)C(CO)(CO)CCC(CC)C 2-isopropyl-2-(3-methylpentyl)propane-1,3-diol